3-(2-pyridyl-dithio)propionamide N1=C(C=CC=C1)SSCCC(=O)N